C[C@H](CCCC)CC=CCCCCCCCCCCCC (R)-5-methyl-7-eicosene